1-[2-fluoro-4-(4-{2-[3-(trifluoromethoxy)phenyl]acetamido}-1H-1,2,3-triazol-1-yl)butyl]-N-[(3-fluoropyridin-2-yl)methyl]-1H-1,2,3-triazole-4-carboxamide FC(CN1N=NC(=C1)C(=O)NCC1=NC=CC=C1F)CCN1N=NC(=C1)NC(CC1=CC(=CC=C1)OC(F)(F)F)=O